N1=C(C=CC=C1)[C@@]1(CCOC2(CCCC2)C1)CCN (R)-2-(9-(pyridin-2-yl)-6-oxaspiro[4.5]dec-9-yl)ethylamine